Butylacrylat C(CCC)OC(C=C)=O